(S)-N-(5-(2-amino-[1,2,4]triazolo[1,5-a]pyridin-6-yl)-2-chlorophenyl)-3-phenylisoxazolidine NC1=NN2C(C=CC(=C2)C=2C=CC(=C(C2)N2OCC[C@H]2C2=CC=CC=C2)Cl)=N1